C1(=C(C=CC=C1)P(C1=C(C=CC=C1)C)C1=C(C=CC=C1)C)C tri-ortho-tolyl-phosphine